dicyclohexyl-2,6-naphthalenedicarboxamide C1(CCCCC1)C=1C(=C(C2=CC=C(C=C2C1)C(=O)N)C1CCCCC1)C(=O)N